1-(5-Fluoro-1H-indol-3-yl)propan-1-one FC=1C=C2C(=CNC2=CC1)C(CC)=O